N-((5-(2-aminophenyl)-1H-pyrazol-3-yl)methyl)-2-(trifluoromethoxy)benzamide NC1=C(C=CC=C1)C1=CC(=NN1)CNC(C1=C(C=CC=C1)OC(F)(F)F)=O